[13C]([13CH2]CCCCCC)(=O)O [1,2-13C2]octanoic acid